OC=1C=C(C=C(C1C(C)C)O)C#CC1=C(CO)C=CC=C1 2-({3,5-dihydroxy-4-isopropylphenyl}ethynyl)benzyl alcohol